COC1=CC2=C(N=CN=C2O[C@@H]2CC[C@H](CC2)N2C(N(CC2=O)C2=CC(=CC=C2)C(F)(F)F)=O)C=N1 3-{trans-4-[(6-methoxypyrido[3,4-d]pyrimidin-4-yl)oxy]cyclohexyl}-1-[3-(trifluoromethyl)phenyl]-2,4-imidazolidinedione